(8-bromo-3-oxo-4H-1,4-benzoxazin-6-yl)carbamic acid tert-butyl ester C(C)(C)(C)OC(NC=1C=C(C2=C(NC(CO2)=O)C1)Br)=O